3-(4-(1-cyclopropylmethylpiperidin-4-yl)phenyl)-1H-1,2,4-triazole-3,5-diamine C1(CC1)CN1CCC(CC1)C1=CC=C(C=C1)C1(NNC(=N1)N)N